CON(C(=O)C)NC(C1=CC=C(C=C1)C1=NOC(=N1)C(F)(F)F)=O N-[(Z)-N-methoxy-C-methylformamido]-4-[5-(trifluoromethyl)-1,2,4-oxadiazol-3-yl]benzamide